N-(1-(4,4-difluorocyclohexyl)-2-((4-((1-methyl-2-oxo-1,2-dihydropyridin-4-yl)methyl)pyridin-2-yl)amino)-2-oxoethyl)-1-methyl-1H-pyrazole-5-carboxamide FC1(CCC(CC1)C(C(=O)NC1=NC=CC(=C1)CC1=CC(N(C=C1)C)=O)NC(=O)C1=CC=NN1C)F